CC=1N=CSC1CCNC(C1=CC=CC=C1)=O N-(2-(4-methylthiazol-5-yl)ethyl)benzamide